[Hg-]=O Mercury(I) Oxide